(4-nitrophenyl)carbonate [N+](=O)([O-])C1=CC=C(C=C1)OC([O-])=O